N-[4-({4-[3-(3,5-di-tert-butyl-4-hydroxyphenyl)propionylamino]phenyl}amino)phenyl]propionamide C(C)(C)(C)C=1C=C(C=C(C1O)C(C)(C)C)CCC(=O)NC1=CC=C(C=C1)NC1=CC=C(C=C1)NC(CC)=O